ClC1=C(C=C2C(=NN(C2=C1)C1OCCCC1)NCC(=O)O)C1=CC=C(C=C1)C1=C(C=CC=C1)O (6-chloro-5-(2'-hydroxy-[1,1'-biphenyl]-4-yl)-1-(tetrahydro-2H-pyran-2-yl)-1H-indazol-3-yl)glycine